ClC=1C=C(C(=O)N(C)CCO)C=CC1C=1N(C2=NC=NC(=C2N1)OC1(CC1)C)CC1=NC=CC(=C1)C 3-chloro-N-(2-hydroxyethyl)-N-methyl-4-(6-(1-methylcyclopropoxy)-9-((4-methylpyridin-2-yl)methyl)-9H-purin-8-yl)benzamide